C[C@@H]1CCN2C(O1)=C(C(=N2)C=2C=NN(C2)C2COC2)C(=O)O (5R)-5-Methyl-2-[1-(oxetan-3-yl)pyrazol-4-yl]-6,7-dihydro-5H-pyrazolo[5,1-b][1,3]oxazine-3-carboxylic acid